8-bromo-N-butyl-5-methoxy-1-naphthamide BrC=1C=CC(=C2C=CC=C(C12)C(=O)NCCCC)OC